5-Chloro-2-(difluoromethoxy)-N-(5-(5-(difluoromethyl)picolinoyl)-5,6-dihydro-4H-pyrrolo[3,4-d]thiazol-2-yl)-6'-methyl-[3,4'-bipyridine]-3'-carboxamide ClC=1C=C(C(=NC1)OC(F)F)C1=C(C=NC(=C1)C)C(=O)NC=1SC2=C(N1)CN(C2)C(C2=NC=C(C=C2)C(F)F)=O